2-methacryloxyethyl Phthalate C(C=1C(C(=O)[O-])=CC=CC1)(=O)OCCOC(C(=C)C)=O